trans-5-(1-{2-[4-(dimethylamino)piperidin-1-yl]-2-oxoethyl}-5-methylpiperidin-3-yl)quinoline-8-carbonitrile CN(C1CCN(CC1)C(CN1C[C@H](C[C@@H](C1)C)C1=C2C=CC=NC2=C(C=C1)C#N)=O)C